1-(2-chloropyridin-4-yl)-2,2,2-trifluoro-1-(4-methyl-4H-1,2,4-triazol-3-yl)ethan-1-ol ClC1=NC=CC(=C1)C(C(F)(F)F)(O)C1=NN=CN1C